C(C)(C)(C)C1N(CC[C@@]([C@@H]1CN(C)C)(O)C1=CC(=CC=C1)C#N)C(=O)O.C(C)(=O)O[C@@H](C(=O)O)C1=CC=CC=C1 (R)-2-acetoxy-2-phenylacetate (tert-butyl (3R,4S)-4-(3-cyanophenyl)-3-((dimethylamino) methyl)-4-hydroxypiperidine-1-carboxylate)